(1S,3S)-3-((2-cyclopropyl-6-(5-(((isopropyl(methyl)carbamoyl)oxy)methyl)-1-methyl-1H-1,2,3-triazol-4-yl)pyridin-3-yl)oxy)cyclohexane-1-carboxylic acid C1(CC1)C1=NC(=CC=C1O[C@@H]1C[C@H](CCC1)C(=O)O)C=1N=NN(C1COC(N(C)C(C)C)=O)C